methoxYtetrahydrofuran COC1OCCC1